C(C=N)(=O)O glyoxylic acid imine